S(CCC(=O)OCCCCCCCCCCCCCC)CCC(=O)OCCCCCCCCCCCCCC di-myristyl thiodipropionate